dodecylanilinediazonium C(CCCCCCCCCCC)N(C1=CC=CC=C1)[N+]#N